(5-(cyclopropylmethoxy)-4-((2-(1,1-difluoroethyl)-6-methylpyridin-4-yl)amino)pyridin-2-yl)acetamide C1(CC1)COC=1C(=CC(=NC1)CC(=O)N)NC1=CC(=NC(=C1)C)C(C)(F)F